C(CC#C)C1(N=N1)C=CC(=O)N(CC1=CC=2N(C3=CC=CC=C3C2C=C1)CC)C1CCCC1 3-(3-(but-3-yn-1-yl)-3H-diazirin-3-yl)-N-cyclopentyl-N-((9-ethyl-9H-carbazol-2-yl)methyl)acrylamide